amino-6-bromo-[1,1'-binaphthyl]-2-ol NC1=C(C(=C2C=CC(=CC2=C1)Br)C1=CC=CC2=CC=CC=C12)O